chloro(1,5-cyclooctadiene) C/1C/C=C(\CC/C=C1)/Cl